N-phenyl-4-(quinolin-2-ylmethyl)piperidine-1-carboxamide C1(=CC=CC=C1)NC(=O)N1CCC(CC1)CC1=NC2=CC=CC=C2C=C1